O=S1(CCC(CC1)CN1C=C(C(C(=C1)C1=CC=C(C=C1)C)=O)C(=O)OC)=O Methyl 1-((1,1-dioxotetrahydro-2H-thiopyran-4-yl) methyl)-4-oxo-5-(p-tolyl)-1,4-dihydropyridine-3-carboxylate